C(C)C(CC)NC=1C=C(C=2N(N1)C(=NN2)C(C)C)NC(OC2=CC=CC=C2)=O phenyl N-[6-(1-ethylpropylamino)-3-isopropyl-[1,2,4]triazolo[4,3-b]pyridazin-8-yl]carbamate